Cl.ClCC1=CN=C(S1)C 5-(chloromethyl)-2-methyl-thiazole hydrochloride